F[P-](F)(F)(F)(F)F.C(CCC)[N+]1=CC(=CC=C1)C N-Butyl-3-methylpyridinium hexafluorophosphate